(S)-2-(5-(3-(1-((benzyloxy)methyl)-2-oxabicyclo[2.2.2]octan-4-yl)-1H-pyrazole-5-yl)-1H-imidazol-1-yl)propan-1-ol C(C1=CC=CC=C1)OCC12OCC(CC1)(CC2)C2=NNC(=C2)C2=CN=CN2[C@H](CO)C